C(C=C)SCC(=O)C1=CC(=C(C=C1)OC)OC 2-allylthio-1-(3,4-dimethoxyphenyl)ethan-1-one